FC1=C(C=C(C=C1)F)C=1C=C2C[C@@H](CC2=CC1)C(=O)N1CCC2=CC(=C(C=C12)S(=O)(C)=N)F (1-((R)-5-(2,5-difluorophenyl)-2,3-dihydro-1H-indene-2-carbonyl)-5-fluoroindolin-6-yl)(imino)(methyl)-λ6-sulfanone